NC=1C=2N(C=C(C1)C(=O)OC)C=C(N2)C methyl 8-amino-2-methylimidazo[1,2-a]pyridine-6-carboxylate